pyrimidine-5-carboxylic acid potassium salt [K+].N1=CN=CC(=C1)C(=O)[O-]